ClC1=C(C2=C(N(C(N2C)=O)C2C(NC(CC2)=O)=O)C=C1)N1CCC(CC1)C=O 1-[5-Chloro-1-(2,6-dioxo-3-piperidyl)-3-methyl-2-oxo-benzimidazol-4-yl]piperidine-4-carbaldehyde